[O-]S(=O)(=O)C(F)(F)F.FS(=O)(=O)C=1NC=C[NH+]1 Fluorosulfuryl-Imidazolium Triflate Salt